2-(4-methylpiperidin-4-yl)-6-(trifluoromethoxy)-1,3-benzoxazole CC1(CCNCC1)C=1OC2=C(N1)C=CC(=C2)OC(F)(F)F